ClC=1NC(=CN1)C(=O)O 2-CHLORO-1H-IMIDAZOLE-5-CARBOXYLIC ACID